N-(1-(4-benzylpiperidin-1-yl)propan-2-yl)-1H-indol-2-carboxamide C(C1=CC=CC=C1)C1CCN(CC1)CC(C)NC(=O)C=1NC2=CC=CC=C2C1